NC1=NC=NC2=CC=C(C=C12)C=1C=C2C(=NNC2=CC1)C(=O)NCCCN(C)C 5-(4-aminoquinazolin-6-yl)-N-(3-(dimethylamino)propyl)-1H-indazole-3-carboxamide